6-methyl-o-aminophenol CC1=CC=CC(=C1O)N